CN1N=CC(=N1)CN (2-methyl-2H-1,2,3-triazol-4-yl)methylamine